4-(1-{N-methyl-5-[(tert-butoxy)carbonyl]-4H,5H,6H,7H-pyrazolo[1,5-a]pyrazine-3-amido}cyclopropyl)benzoic acid CN(C(=O)C=1C=NN2C1CN(CC2)C(=O)OC(C)(C)C)C2(CC2)C2=CC=C(C(=O)O)C=C2